Cl.NC1CCN(CC1)C1=C(C(=C(C(=N1)SC(C(=O)N)C1=CC=CC=C1)C#N)CC)C#N 2-((6-(4-aminopiperidin-1-yl)-3,5-dicyano-4-ethylpyridin-2-yl)thio)-2-phenylacetamide, Hydrochloride